C1(CCC=CCCCCCO1)=O δ-Decenolacton